C(C)(C)(C)OC(=O)NCCOCCOCCC(=O)O 3-[2-(2-{[(tert-butoxy)carbonyl]amino}ethoxy)ethoxy]propanoic acid